3-propyl-34-(pyrrolidine-1-carbonyl)-1,4,7,10,13,16,19,22,25,28,31-undecazacyclotetratriacontane-2,5,8,11,14,17,20,23,26,29,32-undecone C(CC)C1C(NC(CC(NCC(NCC(NCC(NCC(NCC(NCC(NCC(NCC(NCC(N1)=O)=O)=O)=O)=O)=O)=O)=O)=O)=O)C(=O)N1CCCC1)=O